[Si](C)(C)(C(C)(C)C)OCCOC1=C(C=C2C(=CC=NC2=C1)OC1=C(C=C(N)C=C1F)F)OC 4-[(7-{2-[(tert-butyldimethylsilyl)oxy]ethoxy}-6-methoxy-quinolin-4-yl)oxy]-3,5-difluoroaniline